5-{[ethyl(methyl)amino]methyl}-2-methyl-5,6-dihydropyrimidin-4-amine C(C)N(C)CC1C(=NC(=NC1)C)N